[Pd+3].C(C(=O)[O-])(=O)[O-].C(C(=O)[O-])(=O)[O-].[NH4+] ammonium di(oxalate) palladium